NC([C@H](CCC(=O)OC(C)(C)C)N1C(C2=CC(=C(C(=C2C1)F)C1=NC(=C(C(=C1)C)C)N)F)=O)=O tert-butyl (S)-5-amino-4-(5-(6-amino-4,5-dimethylpyridin-2-yl)-4,6-difluoro-1-oxoisoindolin-2-yl)-5-oxopentanoate